2-AMINOETHANOL NCCO